C[NH+](C)[O-] N,N-dimethylamine-N-oxide